4-(3-cyanoazetidin-1-yl)-N-(2,3-dihydro-1,4-benzoxazin-4-yl)-7-fluoro-8-(2,3,5-trifluorophenyl)quinoline C(#N)C1CN(C1)C1=CCN(C2=C(C(=CC=C12)F)C1=C(C(=CC(=C1)F)F)F)N1CCOC2=C1C=CC=C2